C(C)(=O)OCC(=O)N(CCC(C1=CC=CC=C1)C1=CC=C(C=C1)OC)CC1=CC(=C(C=C1)OC)OC 2-((3,4-dimethoxybenzyl)(3-(4-methoxyphenyl)-3-phenylpropyl)amino)-2-oxoethyl acetate